CC(C(=O)OCOC1=CC(=CC(=C1[C@H]1[C@@H](CCC(=C1)C)C(=C)C)OCOC(C(C)(C)C)=O)C(C)(CCCCCC)C)(C)C (((1'R,2'R)-5'-methyl-4-(2-methyloctan-2-yl)-2'-(prop-1-en-2-yl)-1',2',3',4'-tetrahydro-[1,1'-biphenyl]-2,6-diyl)bis(oxy))bis(methylene) bis(2,2-dimethylpropanoate)